2-(4-chlorophenyl)-N-((5-(2,6-dioxopiperidin-3-yl)-4-oxo-5,6-dihydro-4H-thieno[3,4-c]pyrrol-1-yl)methyl)-2-oxoacetamide ClC1=CC=C(C=C1)C(C(=O)NCC=1SC=C2C1CN(C2=O)C2C(NC(CC2)=O)=O)=O